(R)-3-(2-(6-((5-acrylamido-2-methoxy-4-(4-methylpiperazin-1-yl)phenyl)-amino)pyrimidin-4-yl)isoxazolidin-3-yl)-N-isopropyl-benzamide C(C=C)(=O)NC=1C(=CC(=C(C1)NC1=CC(=NC=N1)N1OCC[C@@H]1C=1C=C(C(=O)NC(C)C)C=CC1)OC)N1CCN(CC1)C